C1=CC=CC=2C3=CC=CC=C3C(C12)(C1(C2=CC=CC=C2C=2C=CC=CC12)O)O 9h,9'h-[9,9'-bifluorene]-9,9'-diol